BrCC1=NC(=CC=C1)CBr 2,6-bis-bromomethylpyridine